ClC1=C(C=CC(=C1OCC1=CC=C(C=C1)OC)OCC1=CC=C(C=C1)OC)C(C(=O)N(C(OC(C)(C)C)=O)[C@@H]1C(NCCC1)=O)=O tert-Butyl (S)-(2-(2-chloro-3,4-bis((4-methoxybenzyl)oxy)phenyl)-2-oxoacetyl)(2-oxopiperidin-3-yl)carbamate